4-((1R,5S)-3,8-diazabicyclo[3.2.1]octan-3-yl)-6,8-difluoro-2-((4-methoxy-1,3-dimethylpiperidin-3-ylmethoxy)quinazolin-7-yl)-6-fluoro-5-((triisopropylsilyl)ethynyl)naphthalen-2-ol [C@H]12CN(C[C@H](CC1)N2)C2=CC(C=C1C(=CC(C(=C21)C#C[Si](C(C)C)(C(C)C)C(C)C)(F)F)F)(O)C2=CC=C1C=NC(=NC1=C2)OCC2(CN(CCC2OC)C)C